2,6-di-n-butyl-3,5-dimethyl-4-pyrone C(CCC)C=1OC(=C(C(C1C)=O)C)CCCC